C(C)(C)OC=1C=C(C=C(C1)C(F)(F)F)NC1C(N(CC1)CC(F)(F)F)=O 3-((3-Isopropoxy-5-(trifluoromethyl)phenyl)amino)-1-(2,2,2-trifluoroethyl)pyrrolidin-2-one